N1(CCCC1)C=1C=C2C(=CN(C2=CC1)S(=O)(=O)CC1=CC=CC=C1)C=O 5-(pyrrolidin-1-yl)-1-toluenesulfonyl-1H-indole-3-carbaldehyde